C(C)C(C(=O)OC(C(C([18F])([2H])[2H])([2H])[2H])([2H])[2H])(CC)NC(=O)C1=NC(=C(C=C1)N1CC(C1)OC)OC[C@@H]1[C@H](C1)CO (1,1,2,2,3,3-Hexadeuterio-3-[18F]fluoro-propyl) 2-ethyl-2-[[6-[[(1S,2S)-2-(hydroxymethyl)cyclopropyl]methoxy]-5-(3-methoxyazetidin-1-yl)pyridine-2-carbonyl]amino]butanoate